N[C@H]([C@@H](CC1=C(C=CC(=C1)SCC)S(=O)(=O)NCC(C)C)O)CC1=CC=CC=C1 ((2R,3S)-3-amino-2-hydroxy-4-phenylbutyl)-4-(ethylsulfanyl)-N-isobutylbenzenesulfonamide